N1=C(C=CC=C1)C=1NC2=CC=CC=C2C1 2-(2-pyridyl)-1H-indole